C(C)(C)(C)OC(=O)N1[C@H]2CN(C[C@@H]1CC2)C2=CC(=C(C=C2)C)C(N[C@H](C)C2=CC(=CC(=C2)OC)OCC2=CC=CC=C2)=O (1R,5S)-3-[3-[[(1R)-1-(3-benzyloxy-5-methoxy-phenyl)ethyl]carbamoyl]-4-methyl-phenyl]-3,8-diazabicyclo[3.2.1]octane-8-carboxylic acid tert-butyl ester